ClCC=1NC(C2=C(N1)SC=C2)=O (chloromethyl)thieno[2,3-d]pyrimidin-4(3H)-one